2-Chloro-6-((ethyl(isobutyl)amino)methyl)-4-nitrophenol ClC1=C(C(=CC(=C1)[N+](=O)[O-])CN(CC(C)C)CC)O